(R)-5-(3-chloro-4-((3,5-difluoropyridin-2-yl)methoxy)-5',6-dimethyl-2-oxo-2H-[1,4'-bipyridin]-2'-yl)-3,3-dimethyl-1,3-dihydro-2H-pyrrolo[3,2-b]pyridin-2-one ClC=1C(N(C(=CC1OCC1=NC=C(C=C1F)F)C)C1=CC(=NC=C1C)C1=CC=C2C(=N1)C(C(N2)=O)(C)C)=O